(R)-2-(2-Chloro-5-isopropyl-8-oxothieno[2',3':4,5]pyrrolo[1,2-d][1,2,4]triazin-7(8H)-yl)-N-(1-(2-hydroxy-2-methylpropyl)piperidin-3-yl)acetamid ClC1=CC2=C(C=C3N2C(=NN(C3=O)CC(=O)N[C@H]3CN(CCC3)CC(C)(C)O)C(C)C)S1